C(C1=CC=CC=C1)OC(=O)NCC1=C(N=NN1C)C1=CC=C(C(=N1)C)OC[C@@H]1[C@H](CCCC1)C(=O)O (1S,2S)-2-(((6-(5-((((benzyloxy)carbonyl)amino)methyl)-1-methyl-1H-1,2,3-triazol-4-yl)-2-methylpyridin-3-yl)oxy)methyl)cyclohexane-1-carboxylic acid